5,6-di(hydroxymethyl)norbornene OCC1C2C=CC(C1CO)C2